FC(C=1C(=CN2N=CN=CC21)C#N)(F)F 5-(trifluoromethyl)pyrrolo[2,1-f][1,2,4]triazine-6-carbonitrile